ClC1=NC=C(C(=C1)C1=C(C=NC(=C1)C)C(=O)NC=1SC(=NN1)OCC1OCC1)OC 2'-chloro-5'-methoxy-6-methyl-N-(5-(oxetan-2-ylmethoxy)-1,3,4-thiadiazol-2-yl)-(4,4'-bipyridine)-3-carboxamide